tert-Butyl 4-((2-(3-acetoxy-4-(methoxycarbonyl)phenyl)piperazin-1-yl)methyl)-5-methoxy-7-methyl-1H-indole-1-carboxylate C(C)(=O)OC=1C=C(C=CC1C(=O)OC)C1N(CCNC1)CC1=C2C=CN(C2=C(C=C1OC)C)C(=O)OC(C)(C)C